3-(5-(1,3,4-oxadiazol-2-yl)pyridin-3-yl)-4-(benzyloxy)phenol O1C(=NN=C1)C=1C=C(C=NC1)C=1C=C(C=CC1OCC1=CC=CC=C1)O